N(=[N+]=[N-])CC1=CC=C(O1)C=O 5-(azidomethyl)furan-2-formaldehyde